CC1(CCN(C2=CC=C(C=C12)C#CC1=CC=C(C=C1)/C=C/C(=O)O)CC#C)C (2E)-3-(4-{2-[4,4-dimethyl-1-(prop-2-yn-1-yl)-1,2,3,4-tetrahydroquinolin-6-yl]ethynyl}phenyl)prop-2-enoic acid